F[C@H]1CN(C[C@H]1OS(=O)(=O)C)C(=O)OC(C)(C)C tertbutyl (3S,4R)-3-fluoro-4-((methylsulfonyl)oxy)pyrrolidine-1-carboxylate